9-fluorothieno[2,3-c]quinolin-4(5H)-one FC=1C=2C3=C(C(NC2C=CC1)=O)SC=C3